C(#N)C1=CC=2[C@H](CCC3=C(C2C=CC1=O)C(=C(C(=C3)OC)OC)OC)NC(C)=O (S)-N-(9-cyano-1,2,3-trimethoxy-10-oxo-5,6,7,10-tetrahydrobenzo[a]heptalen-7-yl)acetamide